C(#N)N1[C@H]2[C@@H](C[C@@H]1CC2)NC(=O)[C@@H]2CN(CC2)C2=CC(=CC=C2)OC (3S)-N-((1R,2R,4S)-7-cyano-7-azabicyclo[2.2.1]heptan-2-yl)-1-(3-methoxyphenyl)-3-pyrrolidinecarboxamide